NCCC=1C=NC(=NC1)C1=C(C=C(C#N)C=C1)OC1=NC(=NC(=C1)N1CCC(CC1)F)C 4-[5-(2-aminoethyl)pyrimidin-2-yl]-3-[6-(4-fluoropiperidin-1-yl)-2-methylpyrimidin-4-yl]oxybenzonitrile